4-[5-(3,5-dichlorophenyl)-4,5-dihydro-5-(trifluoromethyl)-3-isoxazoyl]-2-methyl-N-(cis-1-oxo-3-thiacyclobutyl)benzamide ClC=1C=C(C=C(C1)Cl)C1(CC(=NO1)C(=O)C1=CC(=C(C(=O)NC2C(CS2)=O)C=C1)C)C(F)(F)F